(9H-fluoren-9-yl)methyl ((2S,3S)-3-methyl-1-(methylamino)-1-oxopentan-2-yl)carbamate C[C@H]([C@@H](C(=O)NC)NC(OCC1C2=CC=CC=C2C=2C=CC=CC12)=O)CC